amino-6-trifluoromethylpyrimidine NC1=NC(=CC=N1)C(F)(F)F